tert-butyl N-[(1S)-1-[2-(6-carbamoylpyrimidin-4-yl)-1,2,4-triazol-3-yl]ethyl]-N-methyl-carbamate C(N)(=O)C1=CC(=NC=N1)N1N=CN=C1[C@H](C)N(C(OC(C)(C)C)=O)C